(4,4-difluoro-1-piperidyl)-[5-(6-quinolyl)-2-naphthyl]methanone FC1(CCN(CC1)C(=O)C1=CC2=CC=CC(=C2C=C1)C=1C=C2C=CC=NC2=CC1)F